C(C)(C)(C)OC(=O)N1CCOCC(C1)=O.CN1N=C(C=C1)OC1=CC=NC=C1 4-(1-methylpyrazol-3-yl)oxypyridin tert-butyl-6-oxo-1,4-oxazepane-4-carboxylate